6-(1-ethyl-4-fluoro-2-methyl-1H-indol-5-yl)-8-(4-fluoropiperidine-1-carbonyl)-2,3-dimethoxy-1,6-naphthyridin-5(6H)-one C(C)N1C(=CC2=C(C(=CC=C12)N1C(C=2C=C(C(=NC2C(=C1)C(=O)N1CCC(CC1)F)OC)OC)=O)F)C